ClC1=CC=C(C(=N1)C1CN(CC1)CC(F)(F)F)C(F)F 6-chloro-3-(difluoromethyl)-2-[1-(2,2,2-trifluoroethyl)pyrrolidin-3-yl]pyridine